NC1C=CN([C@H]2CC[C@@H](CO)O2)C(=O)N=1 dideoxyCytidine